2-((2-methoxyethyl)amino)pyrimidine-5-carbaldehyde COCCNC1=NC=C(C=N1)C=O